2-(4,4-difluoro-1-piperidyl)-1-[4-[5-methyl-1-[4-(trifluoromethoxy)phenyl]pyrazol-3-yl]-1-piperidyl]ethanone FC1(CCN(CC1)CC(=O)N1CCC(CC1)C1=NN(C(=C1)C)C1=CC=C(C=C1)OC(F)(F)F)F